C(CCCCCCC(=O)N)CCCCCC(=O)N ethylenebis(caproamide)